C(C(=O)N)(=O)[O-].[K+] potassium oxamate